C1(CC1)[C@@H](C(=O)NC1=CC=C(C=C1)S(=O)(=O)Cl)NC(C1=CC=C(C=C1)F)=O (S)-4-(2-cyclopropyl-2-(4-fluorobenzamido)acetamido)benzenesulfonyl chloride